(perfluoropropane-2,2-diyl)bis(6-hydroxyl-3,1-phenylene)bis(3-Aminobenzamide) FC(C(C(F)(F)F)(C=1C=C(C(=CC1)O)C1=C(C(=O)N)C=CC=C1N)C=1C=C(C(=CC1)O)C1=C(C(=O)N)C=CC=C1N)(F)F